N[C@@H](C(C)C)C(=O)N1[C@@H](C[C@H](C1)O)C(=O)N[C@@H](CO)C1=CC=C(C=C1)C1=C(N=CS1)C L-valyl-(4R)-4-hydroxy-N-{(1R)-2-hydroxy-1-[4-(4-methyl-1,3-thiazole-5-yl)phenyl]ethyl}-L-prolinamide